CS(=O)(=NC(C(F)(F)F)=O)C1=CC=C(C=C1)C=1N(C(C(=CN1)NCCCC1=CC=CC=C1)=O)CC(=O)OCCCC butyl 2-(2-(4-(S-methyl-N-(2,2,2-trifluoroacetyl)sulfonimidoyl) phenyl)-6-oxo-5-((3-phenylpropyl)amino)pyrimidin-1(6H)-yl)acetate